alpha-n-hexyl-cinnamaldehyde C(CCCCC)C(C=O)=CC1=CC=CC=C1